OC=1C=C(C=CC1O)O 3,4-dihydroxyphenol